2-Methyl-6-propylpyrazine CC1=NC(=CN=C1)CCC